N(=NC(CCC(=O)O)(C)C#N)C(CCC(=O)O)(C)C#N 4,4'-azo-bis(4-cyanovaleric acid)